[N+](=O)([O-])C=1C=C(C=CC1)CNC(C)=O N-[(3-nitrophenyl)methyl]acetamid